SOS sulfydryl oxide